(1r,4r)-N1-(2-(2,6-difluorophenyl)-8-(trifluoromethyl)pyrazolo[1,5-a][1,3,5]triazin-4-yl)cyclohexane-1,4-diamine FC1=C(C(=CC=C1)F)C1=NC=2N(C(=N1)NC1CCC(CC1)N)N=CC2C(F)(F)F